1-((S)-3-(4-amino-3-(2-fluoro-4-(2,3,5,6-tetrafluorophenoxy)phenyl)-1H-pyrazolo[3,4-d]pyrimidin-1-yl)pyrrolidin-1-yl)prop-2-en-1-one NC1=C2C(=NC=N1)N(N=C2C2=C(C=C(C=C2)OC2=C(C(=CC(=C2F)F)F)F)F)[C@@H]2CN(CC2)C(C=C)=O